C(C)(=O)OC=1C=C2CCCCC2=C(C1)Br (8-bromotetralin-6-yl) acetate